BrC=1N=C(OC1C1=CNC2=CC=CC=C12)C1=CC=CC=C1 3-(4-bromo-2-phenyloxazol-5-yl)-indole